1-(4-fluorophenyl)-5-({4-hydroxy-1-[(1s,4s)-4-(pyrazin-2-yloxy)cyclohexanecarbonyl]piperidin-4-yl}methyl)-1H,4H,5H-pyrazolo[3,4-d]pyrimidin-4-one FC1=CC=C(C=C1)N1N=CC2=C1N=CN(C2=O)CC2(CCN(CC2)C(=O)C2CCC(CC2)OC2=NC=CN=C2)O